C(C)(C)(C)[Si](OCC1=CC(=CC=C1)B1OC(C(O1)(C)C)(C)C)(C)C tert-butyl-dimethyl-[[3-(4,4,5,5-tetramethyl-1,3,2-dioxaborolan-2-yl)phenyl]methoxy]silane